(3,3-difluorocyclobutyl)methyl (4-cyclobutyl-3-(3,4-difluorophenyl)-1-methyl-1H-pyrazol-5-yl)carbamate C1(CCC1)C=1C(=NN(C1NC(OCC1CC(C1)(F)F)=O)C)C1=CC(=C(C=C1)F)F